({6-[(1,3-benzothiazol-2-yl)amino]-4,5-dimethylpyridazin-3-yl}amino)-5-(1-{[1-(3-methoxypropyl)cyclohexyl]methyl}-5-methyl-1H-pyrazol-4-yl)-1,3-thiazole-4-carboxylic acid S1C(=NC2=C1C=CC=C2)NC2=C(C(=C(N=N2)NC=2SC(=C(N2)C(=O)O)C=2C=NN(C2C)CC2(CCCCC2)CCCOC)C)C